COC(C1CCN(CC1)C1=CC=C(C=N1)C1=C(CCCC=2C=3C(=NN(C3C=CC21)C2OCCCC2)F)C2=CC=CC=C2)OC 6-(6-(4-(dimethoxymethyl)piperidin-1-yl)pyridin-3-yl)-1-fluoro-7-phenyl-3-(tetrahydro-2H-pyran-2-yl)-3,8,9,10-tetrahydrocyclohepta[e]indazole